N-(5-fluoro-2-(octahydro-2H-pyrazino[1,2-a]pyrazin-2-yl)pyrimidin-4-yl)-1H-indazol-5-amine FC=1C(=NC(=NC1)N1CC2N(CC1)CCNC2)NC=2C=C1C=NNC1=CC2